3-((difluoromethyl)sulfonyl)-N-((2-(2-(4,4-dimethyl-2-oxoimidazolidin-1-yl)pyrimidin-4-yl)-1,6-naphthyridin-7-yl)methyl)benzamide FC(S(=O)(=O)C=1C=C(C(=O)NCC2=NC=C3C=CC(=NC3=C2)C2=NC(=NC=C2)N2C(NC(C2)(C)C)=O)C=CC1)F